tert-butyl (5-(3-(2,4-dioxotetrahydropyrimidin-1(2H)-yl)-N,4-dimethylbenzamido)pentyl)carbamate O=C1N(CCC(N1)=O)C=1C=C(C(=O)N(C)CCCCCNC(OC(C)(C)C)=O)C=CC1C